FC=1C=C2C(=C(NC2=C(C1)F)C1=CC=C(C=C1)F)C1CC(C1)CNCC(=O)N ((((1r,3r)-3-(5,7-difluoro-2-(4-fluorophenyl)-1H-indol-3-yl)cyclobutyl)methyl)-amino)acetamide